2-(2-Chlorophenyl)-N-[4-(5-methyl-1,3-thiazol-2-yl)-3-sulfamoylphenyl]acetamide ClC1=C(C=CC=C1)CC(=O)NC1=CC(=C(C=C1)C=1SC(=CN1)C)S(N)(=O)=O